6-(2-chloro-1-methyl-1H-imidazol-5-yl)-N-((R)-1-phenylethyl)-2,3,4,9-tetrahydro-1H-carbazol ClC=1N(C(=CN1)C=1C=C2C=3CCCCC3N(C2=CC1)[C@H](C)C1=CC=CC=C1)C